C(N)(=O)C=1C=C(C=CC1)NC(=O)C=1[N+](=C(NC1C)C=1C=C(C(=CC1)OC)C1=C(C=CC=C1C)C)[O-] 4-((3-carbamoylphenyl)carbamoyl)-2-(6-methoxy-2',6'-dimethyl-[1,1'-biphenyl]-3-yl)-5-methyl-1H-imidazole 3-oxide